C1(=CC=CC=C1)N1C2=C(C3=C1C=C(S3)[Sn](C)(C)C)SC(=C2)[Sn](C)(C)C 4-phenyl-2,6-bis(trimethylstannyl)-4H-dithieno[3,2-b:2',3'-d]Pyrrole